N1C(=NC2=C1C=CC=C2)NC(CNC(=O)C2NCOC2)C2=CC(=CC=C2)C(F)(F)F N-{2-[(1H-1,3-benzodiazol-2-yl)amino]-2-[3-(trifluoromethyl)phenyl]ethyl}-oxazolidine-4-carboxamide